N-[6-(5-chloro-2-fluorophenyl)-2H,3H,4H-pyrido[3,2-b][1,4]oxazin-8-yl]pyridin-4-amine ClC=1C=CC(=C(C1)C=1C=C(C=2OCCNC2N1)NC1=CC=NC=C1)F